4-benzyloxy-3-chloro-5-methoxy-N-(p-tolyl)benzamide C(C1=CC=CC=C1)OC1=C(C=C(C(=O)NC2=CC=C(C=C2)C)C=C1OC)Cl